(3-(((4-(2-((6-(1,2,3-thiadiazol-5-yl)-1H-pyrazolo[4,3-c]pyridin-4-yl)oxy)ethoxy)butyl)amino)methyl)-5-(trifluoromethoxy)phenyl)methanol S1N=NC=C1C1=CC2=C(C(=N1)OCCOCCCCNCC=1C=C(C=C(C1)OC(F)(F)F)CO)C=NN2